1-Butyl-2-Methylpyridinium fluorid phosphinat [PH2]([O-])=O.[F-].C(CCC)[N+]1=C(C=CC=C1)C.C(CCC)[N+]1=C(C=CC=C1)C